(S)-2-((R)-3-Methyl-morpholin-4-yl)-9-[2-oxo-2-(tetrahydro-pyran-4-yl)ethyl]-8-trifluoromethyl-6,7,8,9-tetrahydro-pyrimido[1,2-a]-pyrimidin-4-one C[C@H]1N(CCOC1)C=1N=C2N(C(C1)=O)CC[C@H](N2CC(C2CCOCC2)=O)C(F)(F)F